6-(2-chlorophenyl)-2-((4-(2-(dimethylamino)ethoxy)phenyl)amino)-5-ethynyl-8-methylpyrido[2,3-d]pyrimidin-7(8H)-one ClC1=C(C=CC=C1)C1=C(C2=C(N=C(N=C2)NC2=CC=C(C=C2)OCCN(C)C)N(C1=O)C)C#C